7-bromo-2,4-dichloro-6-(trifluoromethoxy)quinazoline BrC1=C(C=C2C(=NC(=NC2=C1)Cl)Cl)OC(F)(F)F